BrC=1N=C(C=2N(C1)C(=CN2)I)N 6-bromo-3-iodoimidazo[1,2-a]pyrazin-8-amine